[17-(3-butylnonanoyloxy)-9-[2,2-difluorononyl-[(1-methyl-4-piperidyl)methyl]amino]heptadecyl] 3-butylnonanoate C(CCC)C(CC(=O)OCCCCCCCCC(CCCCCCCCOC(CC(CCCCCC)CCCC)=O)N(CC1CCN(CC1)C)CC(CCCCCCC)(F)F)CCCCCC